N[C@@H](C(=O)O)CC1=CC=C(C=C1)OCC(=O)O (R)-2-amino-3-(4-(carboxymethoxy)phenyl)propanoic acid